C[Si](N1N=C(C=C1C1=CC=CC=C1)C1=CC=CC=C1)(C)C 1-trimethylsilyl-3,5-diphenylpyrazole